CC=1C=C(C=CC1)C=1C(C(C(=CC1)C1=CC(=CC=C1)C)N)(N)C (3-methylphenyl)-3,3'-dimethylbiphenyldiamine